4-(3-Azidobenzyl)-7-(3,5-difluorobenzyl)-2,4,6,7,8,9-hexahydroimidazo[1,2-a]pyrido[3,4-e]pyrimidin-5(1H)-one N(=[N+]=[N-])C=1C=C(CN2C=3N(C4=C(C2=O)CN(CC4)CC4=CC(=CC(=C4)F)F)CCN3)C=CC1